tert-Butyl 4-((2-methoxyethyl)amino)isoindoline-2-carboxylate COCCNC1=C2CN(CC2=CC=C1)C(=O)OC(C)(C)C